7-bromo-5-(1-(cyclopropylmethyl)-6-morpholino-1H-benzo[d]imidazol-2-yl)-3-methylbenzo[d]isoxazole BrC1=CC(=CC=2C(=NOC21)C)C2=NC1=C(N2CC2CC2)C=C(C=C1)N1CCOCC1